3-(5-Bromo-3-(4-(chloromethyl-d2)phenyl)-3H-imidazo[4,5-b]pyridin-2-yl)pyridin-2-amine BrC1=CC=C2C(=N1)N(C(=N2)C=2C(=NC=CC2)N)C2=CC=C(C=C2)C([2H])([2H])Cl